6-(8-(benzo[d]thiazol-2-ylcarbamoyl)-3,4-dihydroisoquinolin-2(1H)-yl)-3-(2-methyl-3-((7-(2-oxoethyl)-7-azaspiro[3.5]nonan-2-yl)methoxy)phenyl)picolinic acid S1C(=NC2=C1C=CC=C2)NC(=O)C=2C=CC=C1CCN(CC21)C2=CC=C(C(=N2)C(=O)O)C2=C(C(=CC=C2)OCC2CC1(C2)CCN(CC1)CC=O)C